7-bromo-3-(trifluoromethyl)-[1,2,4]triazolo[4,3-a]pyridine BrC1=CC=2N(C=C1)C(=NN2)C(F)(F)F